5-(difluoro((((S)-1-isopropoxy-1-oxopropan-2-yl)amino)(phenoxy)phosphoryl)methyl)benzo[b]thiophene-2-carboxylic acid FC(C1=CC2=C(SC(=C2)C(=O)O)C=C1)(P(=O)(OC1=CC=CC=C1)N[C@H](C(=O)OC(C)C)C)F